ClC=1C=C2C(=C(NC2=CC1Cl)C1=NC(=NN1)C(F)(F)F)N1C=NC=C1 5,6-dichloro-3-(1H-imidazol-1-yl)-2-(3-(trifluoromethyl)-1H-1,2,4-triazol-5-yl)-1H-indole